3-(2,6-dichloropyridin-3-yl)propane-1-thiol hydrochloride Cl.ClC1=NC(=CC=C1CCCS)Cl